ClC1=C(OC2=CC=CC=C2C1=O)C1=CC=CC=C1 ChloroFlavone